potassium hypoxanthine oxazinate O1NC(=CC=C1)C(=O)[O-].N1C=NC=2N=CNC2C1=O.[K+]